N12CN3CN(CP(C1)C3)C2 1,3,5-triazaC7-phosphaadamantane